antimony bismuth indium [In].[Bi].[Sb]